The molecule is a heparin tetrasaccharide consisting of 4-deoxy-2-O-sulfo-L-threo-hex-4-enopyranuronosyl, 2-deoxy-6-O-sulfo-2-(sulfoamino)-D-glucopyranosyl, 2-O-sulfo-L-idopyranuronosyl, and 2-deoxy-2-(sulfoamino)-alpha-D-glucopyranose joined in sequence by alpha-(1->4) linkages. Sequence: DUA2S-GlcNS6S-IdoA2S-GlcNS. It is a heparin tetrasaccharide, an amino tetrasaccharide and an oligosaccharide sulfate. C1=C(O[C@H]([C@@H]([C@H]1O)OS(=O)(=O)O)O[C@@H]2[C@H](O[C@@H]([C@@H]([C@H]2O)NS(=O)(=O)O)O[C@H]3[C@@H]([C@H]([C@@H](O[C@H]3C(=O)O)O[C@@H]4[C@H](O[C@@H]([C@@H]([C@H]4O)NS(=O)(=O)O)O)CO)OS(=O)(=O)O)O)COS(=O)(=O)O)C(=O)O